C(C)(C)(C)OC(=O)NC=1N=C2N(C=C(N=C2CN2C=NC(=C2)C(=O)OC)C)C1 methyl 1-[[2-(tert-butoxycarbonylamino)-6-methyl-imidazo[1,2-a]pyrazin-8-yl]methyl]imidazole-4-carboxylate